[C@@H]12C(C[C@@H](CC1)C2)CO (1R,4S)-bicyclo[2.2.1]heptan-2-ylmethanol